CC=1C=C(C=2N(C(C=C(N2)N2CCOCC2)=O)C1)[C@@H](C)NC1=C(C=CC=C1)C=1N=NNN1 |r| (±)-7-methyl-2-(morpholin-4-yl)-9-(1-{[2-(2H-tetrazol-5-yl)phenyl]amino}ethyl)pyrido[1,2-a]pyrimid-4-one